3-formyl-2-oxo-2H-chromen C(=O)C=1C(OC2=CC=CC=C2C1)=O